CCCCCC=COC=CCCCCC heptenyl ether